((5-cyclopropyl-3-(2,6-dichlorophenyl)isoxazol-4-yl)methyl)triphenylphosphonium bromide [Br-].C1(CC1)C1=C(C(=NO1)C1=C(C=CC=C1Cl)Cl)C[P+](C1=CC=CC=C1)(C1=CC=CC=C1)C1=CC=CC=C1